4-difluoromethyl-2-methyl-N-(7-methylthio-1,1,3-trimethyl-4-indanyl)-5-thiazolecarboxamide FC(C=1N=C(SC1C(=O)NC1=C2C(CC(C2=C(C=C1)SC)(C)C)C)C)F